[C@@H]1(CCC2=CC=CC=C12)NC(=O)C=1C=NC2=C(C(=CC=C2C1N1CCOCC1)F)N1CCCCC1 N-[(1S)-2,3-dihydro-1H-inden-1-yl]-7-fluoro-4-(morpholin-4-yl)-8-(piperidin-1-yl)quinoline-3-carboxamide